FC1=C(C=CC(=C1F)F)CN1[C@@H]([C@@H]2C[C@@H]2C1=O)CC(=O)O |o1:11,12,14| 2-[(1R*,2R*,5S*)-3-[(2,3,4-trifluorophenyl)methyl]-4-oxo-3-azabicyclo[3.1.0]hexan-2-yl]acetic acid